O=C1NC(CC[C@H]1N1CC2=CC=C(C(=C2C1=O)F)CNC(OC1CC(C1)C(=O)N1CCC(CC1)(F)F)=O)=O (1r,3r)-3-(4,4-difluoropiperidine-1-carbonyl)cyclobutyl ((2-(2,6-dioxopiperidin-3-yl)-4-fluoro-3-oxoisoindolin-5-yl)methyl)carbamate